3-[(3-fluoro-2-methylphenyl)amino]-1H,5H,6H,7H-pyrrolo[3,2-c]pyridin-4-one FC=1C(=C(C=CC1)NC1=CNC2=C1C(NCC2)=O)C